NC1=NC=CC=C1[C@@H](C)N1CCOC=2C=3C1=NC=NC3C=C(C2Cl)C2=C(C(=CC(=N2)N(CC2=CC=C(C=C2)OC)CC2=CC=C(C=C2)OC)C)C(F)(F)F (R)-6-(4-(1-(2-aminopyridin-3-yl)ethyl)-8-chloro-5,6-dihydro-4H-[1,4]oxazepino[5,6,7-de]quinazolin-9-yl)-N,N-bis(4-methoxybenzyl)-4-methyl-5-(trifluoromethyl)pyridin-2-amine